C1(=CC=CC=C1)S(=O)(=O)O.NC[C@H](C1=CC(=CC=C1)Cl)NC(=O)C=1N=CN(C1)C1=NC(=NC=C1C)NC1CCOCC1 (S)-N-(2-amino-1-(3-chlorophenyl)-ethyl)-1-(5-methyl-2-((tetrahydro-2H-pyran-4-yl)amino)-pyrimidin-4-yl)-1H-imidazole-4-carboxamide benzenesulfonic acid salt